C1(CC1)N1C=CC=2C1=NC=C(C2)C(=O)NC=2C=C1CN(C(C1=CC2)=O)C2C(NC(CC2)=O)=O 1-cyclopropyl-N-(2-(2,6-dioxopiperidin-3-yl)-1-oxoisoindolin-5-yl)-1H-pyrrolo[2,3-b]pyridine-5-carboxamide